COCCNC1=C2C(=NC(=C1)NC1=CC=C(C=3CCOC31)C(=O)N3CCC(CC3)N3CCOCC3)NC=C2C(F)(F)F (7-((4-((2-methoxyethyl)amino)-3-(trifluoro-methyl)-1H-pyrrolo[2,3-b]pyridin-6-yl)amino)-2,3-dihydrobenzo-furan-4-yl)(4-morpholinopiperidin-1-yl)methanone